BrC1=CC=C(C=C1)C=1C(N(C=C2C1N=C(N=C2)NCC)C2=CC=C(C=C2)OC)=O 8-(4-bromophenyl)-2-(ethylamino)-6-(4-methoxyphenyl)pyrido[4,3-d]pyrimidin-7(6H)-one